N-[[4-(5-amino-4-cyano-1-tetrahydropyran-3-yl-pyrazol-3-yl)-2,6-difluoro-phenyl]methyl]-5-fluoro-2-methoxy-benzamide NC1=C(C(=NN1C1COCCC1)C1=CC(=C(C(=C1)F)CNC(C1=C(C=CC(=C1)F)OC)=O)F)C#N